[Cl-].C(=O)(O)C1C(CCC2=CC=C(C=C12)OC=1C=CC=2C=CC3=CC=CC=C3C2C1)[NH3+] carboxy-7-(phenanthren-3-yloxy)-1,2,3,4-tetrahydronaphthalene-2-aminium chloride